4-Amino-1-[(1r,3r,4r,7s)-1-[[bis(4-methoxyphenyl)-phenylmethoxy]methyl]-7-hydroxy-5-(5-methyl-1,2,4-oxadiazol-3-yl)-2-oxa-5-azabicyclo[2.2.1]heptan-3-yl]-5-methyl-pyrimidin-2-one NC1=NC(N(C=C1C)[C@@H]1O[C@]2(CN([C@@H]1[C@@H]2O)C2=NOC(=N2)C)COC(C2=CC=CC=C2)(C2=CC=C(C=C2)OC)C2=CC=C(C=C2)OC)=O